O1C[C@@H](CC1)O |r| (rac)-tetrahydrofuran-3-ol